OC1=C(C(N(C=C1)C)=O)NC(N[C@@H](CC(=O)O)C1=CC=C(C=C1)OC1=CC=C(C=C1)C)=O (S)-3-(3-(4-hydroxy-1-methyl-2-oxo-1,2-dihydropyridin-3-yl)ureido)-3-(4-(p-tolyloxy)phenyl)propanoic acid